NC1=CC=C(C(=N1)C)NC(=O)C1OC2=C(C1)C=CC=C2 N-(6-amino-2-methylpyridin-3-yl)-2,3-dihydroBenzofuran-2-carboxamide